ClC=1C=CC=2N(N1)C(=CN2)N2N=NC(=C2)CCO 2-(1-(6-Chloroimidazo[1,2-b]pyridazin-3-yl)-1H-1,2,3-triazol-4-yl)ethan-1-ol